((5-fluoro-2,3-dihydrobenzofuran-4-yl)methyl)-8-(1-methyl-1H-pyrazol-5-yl)imidazo[1,2-c]pyrimidin-5-amine FC=1C=CC2=C(CCO2)C1CC=1N=C2N(C(=NC=C2C2=CC=NN2C)N)C1